[(3S)-3-(1H-1,2,4-Triazol-5-yl)pyrrolidin-1-yl]-[7-[3-(trifluoromethyl)phenyl]sulfonyl-2-azaspiro[3.5]nonan-2-yl]methanone N1N=CN=C1[C@@H]1CN(CC1)C(=O)N1CC2(C1)CCC(CC2)S(=O)(=O)C2=CC(=CC=C2)C(F)(F)F